O1CCC(CC1)N1NC=C2C(N=CC=C21)=O 1-tetrahydropyran-4-yl-pyrazolo[4,3-c]Pyridin-4-one